ClC=1C=C(NC2(CCC3(C(CC4=CC=CC=C34)CCCOC3=C4C(=NC=C3)NC=C4C)CC2)C(=O)O)C=CC1 (1r,4r)-4-(3-Chloroanilino)-2'-{3-[(3-methyl-1H-pyrrolo[2,3-b]pyridin-4-yl)oxy]propyl}-2',3'-dihydrospiro[cyclohexane-1,1'-indene]-4-carboxylic acid